phenyl-[1,1'-biphenyl]-4-amine C1(=CC=CC=C1)C1=C(C=CC(=C1)N)C1=CC=CC=C1